FC1=CC=C(OC2CCN(CC2)C2=C(C(N(C3=CC=CC=C23)C)=O)C#N)C=C1 4-[4-(4-fluorophenoxy)piperidin-1-yl]-1-methyl-2-oxo-1,2-dihydroquinoline-3-carbonitrile